1-(2,6-dihydroxy-phenyl)ethan-1-one OC1=C(C(=CC=C1)O)C(C)=O